C(CCC)N1C(C2=C(C=CC=C2C1(O)[2H])Cl)=O butyl-7-chloro-3-deuterio-3-hydroxy-isoindolin-1-one